FC1=CC=C(C=C1)C(C1=CC=C2C=CC=NC2=C1O)N1CCOCC1 7-((4-fluorophenyl)(morpholino)methyl)quinolin-8-ol